C1(CC1)N(C1=C(C(=NC=N1)NCC1(CCN(CC1)C(=O)OC(C)(C)C)C=O)F)CC1=CC=C(C=C1)C(F)(F)F Tert-butyl 4-(((6-(cyclopropyl (4-(trifluoromethyl) benzyl) amino)-5-fluoropyrimidin-4-yl) amino) methyl)-4-formylpiperidine-1-carboxylate